CC1C(CC(CC1)N)N methyl-2,4-diaminocyclohexane